6-(4-((1H-indazol-5-yl)amino)-5-chloropyrimidin-2-yl)-N-(pyridazin-4-yl)-1H-indole-2-carboxamide N1N=CC2=CC(=CC=C12)NC1=NC(=NC=C1Cl)C1=CC=C2C=C(NC2=C1)C(=O)NC1=CN=NC=C1